BrC1=CC=C2C(=NNC2=C1)C1=CC=C(C=C1)F 6-bromo-3-(4-fluorophenyl)-1H-indazole